COCC=1N=C(N(N1)C1=NC=CC=N1)C(C)NC(C1=CC(=CC(=C1)C(F)(F)F)C(F)(F)F)=O N-[1-[5-(methoxymethyl)-2-pyrimidin-2-yl-1,2,4-triazol-3-yl]ethyl]-3,5-bis(trifluoromethyl)benzamide